2-Isopropyl-5-(quinolin-3-yl)phenol C(C)(C)C1=C(C=C(C=C1)C=1C=NC2=CC=CC=C2C1)O